Cl.N1=CC=C(C=C1)C1=C2CCO[C@H](C2=CC=C1)CNCC |o1:12| rel-(R)-N-((5-(Pyridin-4-yl)isochroman-1-yl)methyl)ethanamine hydrochloride salt